4-(4'-pentylcyclohexyl)cyclohexanol C(CCCC)C1CCC(CC1)C1CCC(CC1)O